6-Ethyl-5-(2-(6-(trifluoromethyl)pyridin-3-yl)phenyl)pyridin-2-amine C(C)C1=C(C=CC(=N1)N)C1=C(C=CC=C1)C=1C=NC(=CC1)C(F)(F)F